O[C@@H]1CN(C[C@@H]1NC(C([2H])([2H])[2H])C([2H])([2H])[2H])C(=O)OC(C)(C)C tert-Butyl (3R,4S)-3-hydroxy-4-((propan-2-yl-1,1,1,3,3,3-d6)amino)pyrrolidine-1-carboxylate